[Br+].C(=O)([O-])C(C)C1=NC=CN1C 1-carboxyethyl-3-methylimidazole bromine salt